4-(4-Amino-2-cyanophenyl)piperazine-1-carboxylic acid tert-butyl ester C(C)(C)(C)OC(=O)N1CCN(CC1)C1=C(C=C(C=C1)N)C#N